5H-4-oxa-3,10a,11,13,14-pentaaza-6,9-methanonaphtho[1,8-ab]heptalene C1=C2N=CN=C3C2=C(OCC2=C4C=CC(=CN32)N4)N=C1